C(N)(OC12C(CC(CC1)(CC2)CO)C(C)(C)C)=O (t-butyl 4-(hydroxymethyl) bicyclo[2.2.2]oct-1-yl) carbamate